ClC1=NC(=CC(=N1)Cl)C 2,4-dichloro-6-methyl-pyrimidin